p-nitronitronitronitroacetophenone [N+](=O)([O-])C1=CC=C(C=C1)C(C([N+](=O)[O-])([N+](=O)[O-])[N+](=O)[O-])=O